(S)-ethyl 8-(2-amino-6-((R)-1-(5-chloro-3',4'-dimethyl-[1,1'-biphenyl]-2-yl)-2,2,2-trifluoroethoxy)pyrimidin-4-yl)-2,8-diazaspiro[4.5]decane-3-carboxylate NC1=NC(=CC(=N1)N1CCC2(C[C@H](NC2)C(=O)OCC)CC1)O[C@@H](C(F)(F)F)C1=C(C=C(C=C1)Cl)C1=CC(=C(C=C1)C)C